FC(CC(F)(F)F)(F)F 1,1,1,3,3,3-hexafluoro-propane